FC=1C=CC(=C(OCCC=2C(=NN(C2C)C)CO)C1)C=1C=CC=2N(C1)C(=CN2)CNC {4-[2-(5-fluoro-2-{3-[(methylamino)methyl]imidazo[1,2-a]pyridin-6-yl}phenoxy)ethyl]-1,5-dimethyl-1H-pyrazol-3-yl}methanol